FC(CNC1=NC(=NC=C1C=O)SC)F 4-((2,2-difluoroethyl)amino)-2-(methylsulfanyl)pyrimidine-5-carbaldehyde